CN(C=1N(C=C([N+]1CC)CC)C)C 2-dimethylamino-1-methyl-3,4-diethylimidazolium